NC=1C=CC(=C2CN(C(C12)=O)CC(=C)C#N)C=1C=C2C(=NNC2=CC1)C(=O)NC 5-[7-amino-2-(2-cyano-2-methylideneethyl)-1-oxo-2,3-dihydro-1H-isoindol-4-yl]-N-methyl-1H-indazole-3-carboxamide